[Ir].[Fe].[Pt] platinum-iron-iridium